Tridodecanoyl-glycerol C(CCCCCCCCCCC)(=O)C(C(O)(C(CCCCCCCCCCC)=O)C(CCCCCCCCCCC)=O)(O)CO